OC(C)C12CC(CC(N1C(=O)C1=NC=CC=C1)C2)C (Cis-1-(1-hydroxyethyl)-3-methyl-6-azabicyclo[3.1.1]hept-6-yl)(pyridin-2-yl)methanone